phosphorus(V) oxide chloride [Cl-].[P+3]=O.[Cl-].[Cl-]